ethyl-bromo-pyridine zinc [Zn].C(C)C=1C(=NC=CC1)Br